(R)-4-((1-(3-(difluoromethyl)-2-fluorophenyl)ethyl)amino)-1-methyl-6-(1-methylcyclopropyl)pyrido[3,4-d]pyridazin-7(6H)-one FC(C=1C(=C(C=CC1)[C@@H](C)NC1=NN=C(C=2C1=CN(C(C2)=O)C2(CC2)C)C)F)F